phenyl (2S)-bicyclo[2.2.1]heptan-2-ylcarbamate C12[C@H](CC(CC1)C2)NC(OC2=CC=CC=C2)=O